1-(3-cyano-4,6-bis(trifluoromethyl)pyridin-2-yl)-N-methyl-N-(m-tolyl)-3-(trifluoromethyl)-1H-pyrazole-5-carboxamide C(#N)C=1C(=NC(=CC1C(F)(F)F)C(F)(F)F)N1N=C(C=C1C(=O)N(C=1C=C(C=CC1)C)C)C(F)(F)F